C[SiH](C)[Zr]([Si](C)(C)C)([Si](C)(C)C)(C1CCCC=2C3=CC=CC=C3CC12)C1CCCC=2C3=CC=CC=C3CC12 dimethylsilylbis(tetrahydrofluorenyl)bis(trimethylsilyl)zirconium